4-Chloro-8-fluoro-7-(1H-pyrazol-5-yl)quinolin-2-amine ClC1=CC(=NC2=C(C(=CC=C12)C1=CC=NN1)F)N